FC1=CC=C(C=C1)N1N=C2C(N=CC=C2C2=CC(=C(C(=O)OC)C=C2)OC)=C1 Methyl 4-(2-(4-fluorophenyl)-2H-pyrazolo[4,3-b]pyridin-7-yl)-2-methoxybenzoate